FC1=C(C(=NN1C)C)C(=O)NC1=C(C=CC=C1)C1=CC=C(C=C1)C#CC(C)(C)O 5-fluoro-N-[4'-(3-hydroxy-3-methylbut-1-yn-1-yl)biphenyl-2-yl]-1,3-dimethyl-1H-pyrazole-4-carboxamide